O=C1N(C(CCC1)=O)C(=O)O.[Si](C)(C)(C(C)(C)C)OCC1=CC=C(C=C1)COC1=C2C(N(C(C2=CC=C1)=O)C1C(N(C(CC1)=O)C(=O)OC(C)(C)C)=O)=O tert-butyl 3-[4-[[4-[[tert-butyl(dimethyl)silyl]oxymethyl]phenyl]methoxy]-1,3-dioxo-isoindolin-2-yl]-2,6-dioxo-piperidine-1-carboxylate 2,6-dioxo-piperidine-1-carboxylate